N1C(=CC2=CC=CC=C12)S(=O)(=O)N INDOLSULFONAMIDE